L-α-aspartyl-L-isoleucine N[C@@H](CC(O)=O)C(=O)N[C@@H]([C@@H](C)CC)C(=O)O